FC(C1=CC=C(C=C1)CS(=O)(=O)Cl)(F)F (4-(trifluoromethyl)phenyl)methanesulfonyl chloride